4-[6-bromo-4-(difluoromethyl)-2-methylindazol-3-yl]-N-[(1R)-2,2-difluorocyclopropyl]-2-(difluoromethoxy)-6-methoxybenzamide BrC=1C=C(C2=C(N(N=C2C1)C)C1=CC(=C(C(=O)N[C@H]2C(C2)(F)F)C(=C1)OC)OC(F)F)C(F)F